Methyl (2R,3S,5S)-3-amino-2-(((6-(5-fluoropyrimidin-2-yl)bicyclo[4.1.0]heptan-3-yl)oxy)methyl)-5-(trifluoromethyl)pyrrolidine-1-carboxylate N[C@@H]1[C@@H](N([C@@H](C1)C(F)(F)F)C(=O)OC)COC1CC2CC2(CC1)C1=NC=C(C=N1)F